BrCC\C=C/CCCCCCCCCC(OCCCCC)OCCCCC (3Z)-1-bromo-14,14-dipentyloxy-3-tetradecene